COC1=C(C(N(C2=CC=CC=C12)C)=O)C=1SC(=NN1)N(C1CC(NC(C1)(C)C)(C)C)C methoxy-1-methyl-3-(5-(methyl(2,2,6,6-tetramethylpiperidin-4-yl)amino)-1,3,4-thiadiazol-2-yl)quinolin-2(1H)-one